The molecule is a primary amine that is isopropylamine in which a hydrogen attached to one of the methyl groups has been replaced by a phenyl group. CC(CC1=CC=CC=C1)N